FC=1C=C2C(C(=CN3C2=C(C1F)OCC3C)CN([C@@H]3CN(CCC3)C=3C=CC(=NC3)C#N)CC3=CC(=NC=C3)C)=O 5-((3S)-3-(((9,10-difluoro-3-methyl-7-oxo-3,7-dihydro-2H-[1,4]oxazino[2,3,4-ij]quinolin-6-yl)methyl)((2-methylpyridin-4-yl)methyl)amino)piperidin-1-yl)picolinonitrile